NCC(=O)N1C(C=2N(CC1)C(=C(N2)C2=C(C(=C(C=C2)C)F)F)NC2=CC=C(C=C2)F)(C)C 2-amino-1-(2-(2,3-difluoro-4-methylphenyl)-3-((4-fluorophenyl)amino)-8,8-dimethyl-5,6-dihydroimidazo[1,2-a]pyrazin-7(8H)-yl)ethan-1-one